CC1=NC(=CC(=C1)C=1NC2=CC=C(C=C2C1C(C)C)C(=O)NC)C 2-(2,6-dimethylpyridin-4-yl)-3-isopropyl-N-methyl-1H-indole-5-carboxamide